N1(CCN(CCNCC1)CC=1C(=C(C(=O)N)C=C(C1)C)O)CC=1C(=C(C(=O)N)C=C(C1)C)O 3,3'-[1,4,7-triazonane-1,4-diylbis(methylene)]bis(2-hydroxy-5-methylbenzamide)